methyl 4-((3S,5S)-5-((5-bromo-1-methyl-6-oxo-1,6-dihydropyridazin-4-yl)amino)-1-methylpiperidin-3-yl)benzoate BrC1=C(C=NN(C1=O)C)N[C@H]1C[C@H](CN(C1)C)C1=CC=C(C(=O)OC)C=C1